[Rh+3].FC(S(=O)(=O)[O-])(F)F.FC(S(=O)(=O)[O-])(F)F.FC(S(=O)(=O)[O-])(F)F trifluoromethanesulfonate rhodium